2-[(4-tert-butyl-2-fluoro-5-methoxy-phenyl)methyl]-N-[1-(trifluoromethyl)cyclopropyl]-1H-benzimidazole-5-carboxamide C(C)(C)(C)C1=CC(=C(C=C1OC)CC1=NC2=C(N1)C=CC(=C2)C(=O)NC2(CC2)C(F)(F)F)F